1-[3-[4-[3-[3-amino-6-(2-hydroxyphenyl)pyridazin-4-yl]-3,8-diazabicyclo[3.2.1]octan-8-yl]-2-pyridyl]prop-2-ynyl]piperidin-3-ol NC=1N=NC(=CC1N1CC2CCC(C1)N2C2=CC(=NC=C2)C#CCN2CC(CCC2)O)C2=C(C=CC=C2)O